CN1CC2=CC(=CC(=C2CC1)C(F)(F)F)NC1=NC=C2C(=N1)N(N=C2)[C@H]2C[C@@H](CCC2)C(=O)OC methyl (1R,3R)-3-(6-((2-methyl-5-(trifluoromethyl)-1,2,3,4-tetrahydroisoquinolin-7-yl)amino)-1H-pyrazolo[3,4-d]pyrimidin-1-yl)cyclohexane-1-carboxylate